BrC=1C(=NN(N1)C)C=O 5-bromo-2-methyl-2H-1,2,3-triazole-4-carbaldehyde